6-chloro-2-fluoro-pyridine-3-carboxylic acid methyl ester COC(=O)C=1C(=NC(=CC1)Cl)F